S1C(=NC=C1)[C@@H]1C[C@H](N(C1)C(=O)OC(C)(C)C)C(=O)OC 1-(tert-butyl) 2-methyl (2S,4R)-4-(thiazol-2-yl)pyrrolidine-1,2-dicarboxylate